OC1=C(C(=CC=C1)OC)C(C=CC1=CC=C(C=C1)O)=O 1-(2-Hydroxy-6-methoxyphenyl)-3-(4-hydroxyphenyl)prop-2-en-1-one